tert-butyl-((2S,3S)-1-(tert-butyldiphenylsiloxy)-3-hydroxybutane) C(C)(C)(C)C(C[C@H](C)O)O[Si](C1=CC=CC=C1)(C1=CC=CC=C1)C(C)(C)C